(S)-3-(1H-benzo[d]imidazol-5-yl)-4-(4-(3,3-difluorobutyl)-3-fluorophenyl)oxazolidin-2-one N1C=NC2=C1C=CC(=C2)N2C(OC[C@@H]2C2=CC(=C(C=C2)CCC(C)(F)F)F)=O